C(C1=CC=CC=C1)OC1=NC(=CC=C1C1=NN(C2=CC(=CC=C12)C1=CC=C(C=C1)CC(=O)O)C)OCC1=CC=CC=C1 2-(4-(3-(2,6-bis(benzyloxy)pyridin-3-yl)-1-methyl-1H-indazol-6-yl)phenyl)acetic acid